3-((4-(7-methylquinoxalin-6-yl)piperidin-1-yl)sulfonyl)-6,7-dihydro-5H-pyrazolo[5,1-b][1,3]oxazine CC1=C(C=C2N=CC=NC2=C1)C1CCN(CC1)S(=O)(=O)C=1C=NN2C1OCCC2